dimethylmethylene(3-tert-butyl-5-methylcyclopentadienyl)fluorenylzirconium dichloride [Cl-].[Cl-].CC(C)=[Zr+2](C1=CC=CC=2C3=CC=CC=C3CC12)C1C=C(C=C1C)C(C)(C)C